N-(6-([1,1'-biphenyl]-3-ylmethyl)-5-isobutyryl-5-azaspiro[2.4]heptan-7-yl)-1-fluoromethanesulfonamide C1(=CC(=CC=C1)CC1N(CC2(CC2)C1NS(=O)(=O)CF)C(C(C)C)=O)C1=CC=CC=C1